(6aS,12bR)-(-)-3-bromo-10-methoxy-11-hydroxy-5,6,6a,7,8,12b-hexahydrobenzo[a]phenanthridine BrC1=CC=2CN[C@H]3CCC4=C([C@@H]3C2C=C1)C=C(C(=C4)OC)O